BrC1=CC=C(C=C1)CN1C=NC2=C1C=CC(=C2)C#N 1-((4-bromophenyl)methyl)-1,3-benzodiazole-5-carbonitrile